1,3-dibutylimidazolium hydrogen sulfate S(=O)(=O)(O)[O-].C(CCC)N1C=[N+](C=C1)CCCC